FC=1C=2OCC(N3C=C(C(C(=CC1F)C32)=O)C(=O)O)C 6,7-difluoro-2-methyl-10-oxo-4-oxa-1-azatricyclo[7.3.1.05,13]trideca-5(13),6,8,11-tetraene-11-carboxylic acid